C(C)(C)C1=C(NC2=CC=C(C=C12)OCC1CCN(CC1)C1COC1)C=1C=C(C=2N(C1)N=CN2)C 6-(3-Isopropyl-5-((1-(oxetan-3-yl)piperidin-4-yl)methoxy)-1H-indol-2-yl)-8-methyl-[1,2,4]triazolo[1,5-a]pyridin